ON(C(C1=CC=CC=C1)=O)C1(C(=NNC1=O)C)C1=CC=CC=C1 N-hydroxy-N-(3-methyl-5-oxo-4-phenyl-4,5-dihydro-1H-pyrazol-4-yl)benzamide